(R)-5-(7-Chloro-10-(3-(4-chloro-3,5-dimethylphenoxy)propyl)-4-methyl-1-oxo-6-(1,3,5-trimethyl-1H-pyrazol-4-yl)-3,4-dihydropyrazino[1,2-a]indol-2(1H)-yl)benzofuran-2-carboxylic Acid ClC=1C=CC=2C(=C3N(C2C1C=1C(=NN(C1C)C)C)[C@@H](CN(C3=O)C=3C=CC1=C(C=C(O1)C(=O)O)C3)C)CCCOC3=CC(=C(C(=C3)C)Cl)C